N-(2-chloro-4-cyanobenzyl)-1-phenethylpiperidine-4-carboxamide ClC1=C(CNC(=O)C2CCN(CC2)CCC2=CC=CC=C2)C=CC(=C1)C#N